2,3-bis(trifluoromethyl)-5,8-dichloro-pyrazino[2,3-D]pyridazine FC(C=1C(=NC=2C(=C(N=NC2Cl)Cl)N1)C(F)(F)F)(F)F